3-chloro-4-(2-pyridinylmethoxy)nitrobenzene aluminum zirconium tetrachloride [Cl-].[Cl-].[Cl-].[Cl-].[Zr+4].[Al+3].ClC=1C=C(C=CC1OCC1=NC=CC=C1)[N+](=O)[O-]